(1r,3r)-3-((4-ethylpyridin-2-yl)oxy)-N-methylcyclobutan-1-amine C(C)C1=CC(=NC=C1)OC1CC(C1)NC